2,7-diaminofluorene dihydrochloride Cl.Cl.NC1=CC=2CC3=CC(=CC=C3C2C=C1)N